N1-((3-(4-(ethoxymethyl)-4-ethylcyclohexyl)-5,5-difluoro-5,6-dihydro-4H-pyrrolo-[1,2-b]pyrazol-2-yl)methyl)-N1,N2-dimethylethane-1,2-diamine C(C)OCC1(CCC(CC1)C1=C2N(N=C1CN(CCNC)C)CC(C2)(F)F)CC